ClC1=CC(=C(COC2=NSC=C2C2=CC=NCC2)C=C1)F 4-(3-(4-chloro-2-fluorobenzyloxy)isothiazol-4-yl)-5,6-dihydropyridin